C(C)C=1C(=C(C=CC1)O)OCCCCCC ethyl-hexyloxyphenol